methyl 4-(2-(3-bromo-6-methoxypyridin-2-yl)-3,3,3-trifluoroprop-1-en-1-yl)-3-hydroxybenzoate BrC=1C(=NC(=CC1)OC)C(=CC1=C(C=C(C(=O)OC)C=C1)O)C(F)(F)F